methyl (2S,3S,4S,5R,6R)-3,4,5-triacetoxy-6-bromo-tetrahydropyran-2-carboxylate C(C)(=O)O[C@@H]1[C@H](O[C@@H]([C@@H]([C@H]1OC(C)=O)OC(C)=O)Br)C(=O)OC